butyraldehyde-O-(2-oxo-2-(4-(5-(trifluoromethyl)pyrimidin-2-yl)piperazin-1-yl)ethyl)oxime O=C(CON=CCCC)N1CCN(CC1)C1=NC=C(C=N1)C(F)(F)F